S1(CCC(CC1)C(=O)O)(=O)=O tetrahydro-2H-thiopyran-4-carboxylic acid 1,1-dioxide